C(C)(=O)OC[C@]12[C@H]3CC[C@@]4(C(CC[C@H]4[C@@H]3CC[C@H]2C[C@](CC1)(C)O)=O)C ((3R,5S,8R,9S,10R,13S,14S)-3-hydroxy-3,13-dimethyl-17-oxohexadecahydro-1H-cyclopenta[a]phenanthren-10-yl)methyl acetate